[Si](C)(C)(C(C)(C)C)OCC1=CN=C(S1)C(=O)C1=CC=CC=C1 (5-(((tert-butyldimethylsilyl)oxy)methyl)thiazol-2-yl)(phenyl)methanone